3-cyano-4-{4-[(1S)-1-{[5-(2,4-difluorophenoxy)pyrazin-2-yl]carbamoyl}ethyl]-2,2-dimethylpiperazine-1-carbonyl}pyridin-1-ium-1-olate C(#N)C=1C=[N+](C=CC1C(=O)N1C(CN(CC1)[C@@H](C)C(NC1=NC=C(N=C1)OC1=C(C=C(C=C1)F)F)=O)(C)C)[O-]